1-ethynyl-1,4-cyclohexanediol C(#C)C1(CCC(CC1)O)O